(4-nitrophenyl)N-[1-[4-[(2,6-dioxo-3-piperidyl)amino]-2-fluoro-phenyl]-4-piperidyl]carbamate [N+](=O)([O-])C1=CC=C(C=C1)OC(NC1CCN(CC1)C1=C(C=C(C=C1)NC1C(NC(CC1)=O)=O)F)=O